7,7-dimethyl-6a,7,12,12a-tetrahydro-6H,13H-thiochromeno[3',4':5,6]thiopyrano[4,3-b]quinolone CC1(C2C(NC3=CC=CC=C13)C1=C(S(C2)=O)C=2C=CC=CC2SC1)C